dimethoxytoluoyl-propyl-resorcinol COC1=C(C(=C(C(=C1O)CCC)O)C(=O)C=1C(=CC=CC1)C)OC